4-[1-(4-amino-3-methyl-1H-pyrazolo[3,4-d]pyrimidin-1-yl)ethyl]-2-{1-[(2S)-2-hydroxypropyl]azetidin-3-yl}-3-methoxy-6-methylbenzonitrile NC1=C2C(=NC=N1)N(N=C2C)C(C)C2=C(C(=C(C#N)C(=C2)C)C2CN(C2)C[C@H](C)O)OC